NC1=NC=C(C2=C1C(=NN2[C@@H]2CN(CC2)C(C=C)=O)C#CC2=C(C(=CC(=C2F)OC)OC)F)C(CC)=O (S)-1-(3-(4-amino-3-((2,6-difluoro-3,5-dimethoxyphenyl)ethynyl)-7-propionyl-1H-pyrazolo[4,3-c]pyridin-1-yl)pyrrolidin-1-yl)prop-2-en-1-one